methyl-4,6-dimethyl-pyrimidine-5-carboxylate COC(=O)C=1C(=NC=NC1C)C